(S-E)-tert-butyl (3-((2-oxo-2-(4-(5-(trifluoromethyl)pyrimidin-2-yl) piperazin-1-yl)ethoxy)imino)butan-2-yl)carbamate O=C(CO\N=C(\[C@H](C)NC(OC(C)(C)C)=O)/C)N1CCN(CC1)C1=NC=C(C=N1)C(F)(F)F